1-(3-(methylsulfonyl)benzyl)-1H-indol-5-amine CS(=O)(=O)C=1C=C(CN2C=CC3=CC(=CC=C23)N)C=CC1